BrC=1C=C(C(=NC1)C(=O)N(C)CC)C(F)F 5-bromo-3-(difluoromethyl)-N-ethyl-N-methylpyridinamide